German nitrogen [N].[GeH4]